COC1=C(C(=CC(=C1)OCOC)OCOC)C(\C=C\C=1SC(=CC1)C)=O (E)-1-(2-methoxy-4,6-bis(methoxymethoxy)phenyl)-3-(5-methylthiophen-2-yl)prop-2-en-1-one